N1=CC(=CC2=CC=CC=C12)NC(=O)NCC(F)(F)F 1-quinolin-3-yl-3-(2,2,2-trifluoroethyl)urea